2-(5-cyclopentyl-3-phenyl-4-(4-sulfamoylphenoxy)-1H-pyrazol-1-yl)thiazole-4-carboxylic acid C1(CCCC1)C1=C(C(=NN1C=1SC=C(N1)C(=O)O)C1=CC=CC=C1)OC1=CC=C(C=C1)S(N)(=O)=O